FC(C(=O)O)(F)F.N1N=NC(=C1)C1=C2C(=NC=C1)N(N=C2CN)C2=CC=C(C=C2)OC(F)(F)F (4-(1H-1,2,3-triazol-4-yl)-1-(4-(trifluoromethoxy)phenyl)-1H-pyrazolo[3,4-b]pyridin-3-yl)methanamine 2,2,2-trifluoroacetate salt